FC=1C(=CC=2C3=C(NC(C2C1)=O)COC[C@H]3N(C(=O)[C@@H]3NC1=CC(=CC(=C1C3)F)F)C)F (R)-N-((S)-8,9-difluoro-6-oxo-1,4,5,6-tetrahydro-2H-pyrano[3,4-c]isoquinolin-1-yl)-4,6-difluoro-N-methylindoline-2-carboxamide